CC1=NOC(=N1)C=1C=C(C=C(C1)C1=NC(=NO1)C)O 3,5-bis(3-methyl-1,2,4-oxadiazol-5-yl)phenol